5-((4-fluorophenyl)carbamoylthio)-4-hydroxy-6-oxo-2-(6-(trifluoromethyl)pyridin-3-yl)-2,3-dihydropyridazine-1(6H)-carboxylic acid tert-butyl ester C(C)(C)(C)OC(=O)N1N(CC(=C(C1=O)SC(NC1=CC=C(C=C1)F)=O)O)C=1C=NC(=CC1)C(F)(F)F